N-(5-(3-chlorophenyl)-1,3,4-oxadiazol-2-yl)-3-(trifluoromethyl)benzamide ClC=1C=C(C=CC1)C1=NN=C(O1)NC(C1=CC(=CC=C1)C(F)(F)F)=O